[Si](C)(C)(C(C)(C)C)OCCS(=O)(=O)CC(CCC[C@](C(=O)OCC1=CC=CC=C1)(C)C1=CC(=CC=C1)C[C@H](C)O)(C)C Benzyl (R)-7-((2-((tert-butyldimethylsilyl)oxy)ethyl)sulfonyl)-2-(3-((S)-2-hydroxypropyl)phenyl)-2,6,6-trimethylheptanoate